C1(=CC=CC=C1)SP1(SP(S1)(SC1=CC=CC=C1)=S)=S 2,4-diphenylsulfanyl-1,3-dithia-2,4-diphosphetane-2,4-disulfide